C(C)(=O)O[C@H]1[C@@H](O[C@@H]([C@@H]1OC(C)=O)COC(C)=O)F 2,3,5-tri-O-acetyl-β-D-xylofuranosyl fluoride